CC1(CCN2CCC1CC2)NC(=O)C2CCNCC2 N-(4-methyl-1-azabicyclo[3.2.2]non-4-yl)piperidine-4-carboxamide